C1(=CC=CC=C1)C(CC[C@@H]1O[C@@H](OCC1)C1=CC=CC=C1)=O |r| (+-)-cis-1-phenyl-3-(2-phenyl-1,3-dioxan-4-yl)propan-1-one